(3,4-dichloro-2-fluorophenyl)-7-({[(3ar,6as)-2-methyloctahydrocyclopenta[c]pyrrol-5-yl]methyl}oxy)-6-(methoxy)quinazolin-4-amine ClC=1C(=C(C=CC1Cl)C1=NC2=CC(=C(C=C2C(=N1)N)OC)OCC1C[C@@H]2[C@@H](CN(C2)C)C1)F